phenazinyl-(phenoxazine) C1(=CC=CC2=NC3=CC=CC=C3N=C12)C1=CC=CC=2OC3=CC=CC=C3NC12